C(C=C1CC[C@H]2[C@@H]3CCC4CCCC[C@]4(C)[C@H]3CC[C@]12C)(=O)O.C(C)N(C(COC1=C(C=CC=C1)F)=O)CC=1SC=CC1 n-ethyl-2-(2-fluorophenoxy)-N-(thiophen-2-ylmethyl)acetamide pregnenat